C1(=CC=CC=C1)C12C3(C4(C5(C3(C2(C5(C41C4=CC=CC=C4)C4=CC=CC=C4)C4=CC=CC=C4)C4=CC=CC=C4)C4=CC=CC=C4)C4=CC=CC=C4)C4=CC=CC=C4 octaphenyl-cubane